5-chloro-7-methoxy-1,2,3,4-tetrahydroquinoline ClC1=C2CCCNC2=CC(=C1)OC